6-Methoxynicotinoyl chloride hydrochloride Cl.COC1=NC=C(C(=O)Cl)C=C1